CN(C)CCCC(CC[Si](OC)(OC)C)N 3-(N,N-dimethyl-aminopropyl)-aminopropyl-methyldimethoxysilane